benzyl 8-bromo-2H-benzo[b][1,4]oxazine-4(3H)-carboxylate BrC1=CC=CC2=C1OCCN2C(=O)OCC2=CC=CC=C2